FC1=CC=C(OC=2C=CC(=NC2)S(=O)(=O)N2[C@H]([C@@H]3CC[C@H](C2)N3C(=O)OCCOC)C(NO)=O)C=C1 2-methoxyethyl (1S,2R,5R)-3-((5-(4-fluorophenoxy)pyridin-2-yl) sulfonyl)-2-(hydroxycarbamoyl)-3,8-diazabicyclo[3.2.1]octane-8-carboxylate